C(C1=CC=CC=C1)NC(C1=C(C=C(C(=C1)C(C)C)OCC1=CC=CC=C1)OCC1=CC=CC=C1)=O N-benzyl-2,4-bis(benzyloxy)-5-isopropylbenzamide